CCCCC(=O)OC(CC(=O)[O-])C[N+](C)(C)C valerylcarnitine